COC1=CC=C(C=C1)C(C)N(C(C)=O)S(=O)(=O)C1=CC=C(C)C=C1 N-[1-(4-methoxyphenyl)ethyl]-N-(p-toluenesulfonyl)acetamide